ClC1=NC=C(C(=C1)C1=C(C=NC(=C1)C)C(=O)NC=1SC2=C(N1)CN(C2)C(C2=C(C(=CC=C2)OC)Cl)=O)OC 2'-chloro-N-(5-(2-chloro-3-methoxybenzoyl)-5,6-dihydro-4H-pyrrolo[3,4-d]thiazol-2-yl)-5'-methoxy-6-methyl-[4,4'-bipyridine]-3-carboxamide